C(C)(=O)C1=NN(C2=CC=C(C=C12)C=1C=NC(=NC1)C(=O)OC)CC(=O)N1[C@@H]2C[C@@]2(C[C@H]1C(NC1=NC(=CC=C1C)Br)=O)C methyl 5-(3-acetyl-1-(2-((1R,3S,5R)-3-((6-bromo-3-methylpyridin-2-yl)carbamoyl)-5-methyl-2-azabicyclo[3.1.0]hexan-2-yl)-2-oxoethyl)-1H-indazol-5-yl)pyrimidine-2-carboxylate